6-(2-(5-cyclopropyl-3-(2-(trifluoromethoxy)phenyl)isoxazol-4-yl)-7-azaspiro[3.5]non-1-en-7-yl)pyridazine-3-carboxylic acid C1(CC1)C1=C(C(=NO1)C1=C(C=CC=C1)OC(F)(F)F)C1=CC2(C1)CCN(CC2)C2=CC=C(N=N2)C(=O)O